(2S,4R)-N-[2-[[2-ethyl-4-[[3-[1-methyl-3-(trifluoromethyl)pyrazol-4-yl]imidazo[1,2-a]pyrazin-8-yl]amino]benzoyl]amino]ethyl]-4-hydroxypyrrolidine-2-carboxamide formate C(=O)O.C(C)C1=C(C(=O)NCCNC(=O)[C@H]2NC[C@@H](C2)O)C=CC(=C1)NC=1C=2N(C=CN1)C(=CN2)C=2C(=NN(C2)C)C(F)(F)F